(1s)-1-(9-deazaadenin-9-yl)-1,4,5-trideoxy-1,4-imino-5-methylthio-d-ribitol N1=CN=C2C(=CNC2=C1N)[C@H]1[C@H](O)[C@H](O)[C@@H](CSC)N1